divinylmaleate C(=C)/C(=C(/C(=O)[O-])\C=C)/C(=O)[O-]